(CIS)-N-ethyl-2-oxo-6-({[(CIS)-4-phenylcyclohexyl]oxy}methyl)-3-oxa-1,7-diazaspiro[4.5]decane-7-carboxamide C(C)NC(=O)N1C(C2(COC(N2)=O)CCC1)CO[C@@H]1CC[C@@H](CC1)C1=CC=CC=C1